2-(2-phenyl-1,3-thiazol-4-yl)-1-(4-{[2-(trifluoromethyl)pyridin-3-yl]oxy}piperidin-1-yl)ethan-1-one C1(=CC=CC=C1)C=1SC=C(N1)CC(=O)N1CCC(CC1)OC=1C(=NC=CC1)C(F)(F)F